(trifluoromethyl)isoindolin-1-one hydrochloride Cl.FC(F)(F)N1C(C2=CC=CC=C2C1)=O